C12COCC(CC1)N2C=2N=CC(=NC2)OC2=C(C=C(C=C2)NC(=O)C2(CC2)OC)C N-(4-((5-(3-oxa-8-azabicyclo[3.2.1]octan-8-yl)pyrazin-2-yl)oxy)-3-methylphenyl)-1-methoxycyclopropane-1-carboxamide